CCC(CC)OOC(CCCCCCCC(CCCCCCCC(=O)OOC(CC)CC)NCC1COC1)=O 9-((oxetan-3-ylmethyl)amino)heptadecanedioic acid bis(3-pentyloxy) ester